[4-(methylsulfonyl)phenyl]methanol CS(=O)(=O)C1=CC=C(C=C1)CO